7-[(2R,4S)-2-(6-keto-1-methyl-3-pyridyl)tetrahydropyran-4-yl]-2,3-dimethyl-9-[3-(trifluoromethyl)-1-bicyclo[1.1.1]pentanyl]pyrimido[1,2-b]pyridazin-4-one O=C1C=CC(=CN1C)[C@@H]1OCC[C@@H](C1)C=1C=C(C=2N(N1)C(C(=C(N2)C)C)=O)C21CC(C2)(C1)C(F)(F)F